5-ethynyl-4-(8-fluoro-4-(1,7-diazaspiro[4.4]nonan-7-yl)-2-((tetrahydro-1H-pyrrolizin-7a(5H)-yl)methoxy)pyrido[4,3-d]pyrimidin-7-yl)naphthalen-1-ol C(#C)C1=C2C(=CC=C(C2=CC=C1)O)C1=C(C=2N=C(N=C(C2C=N1)N1CC2(CCCN2)CC1)OCC12CCCN2CCC1)F